(S)-2-amino-3-(6-chloro-1H-indol-3-yl)propionic acid N[C@H](C(=O)O)CC1=CNC2=CC(=CC=C12)Cl